C(C)(C)(C)N(C(O)=O)[C@H]1C[C@@H](CC1)C#N.Cl[Si](CCC(F)(F)F)(Cl)Cl |r| Trichloro(3,3,3-trifluoropropyl)silane rac-tert-butyl-((1R,3R)-3-cyanocyclopentyl)carbamate